4-amino-1-[(2S,5S)-4,4-difluoro-5-(hydroxymethyl)oxolan-2-yl]-5-fluoropyrimidin-2-one NC1=NC(N(C=C1F)[C@H]1O[C@H](C(C1)(F)F)CO)=O